CC1=NNC(=N1)C1N(CCCC1)N1CN=C2C(=C1)C=NC=C2 3-(3-methyl-1H-1,2,4-triazol-5-ylpiperidin-1-yl)pyrido[4,3-d]pyrimidine